(R)-5-bromo-N-((5-fluoro-2-hydroxyphenyl)(1H-indol-2-yl)methyl)-4-methylthiazole-2-carboxamide BrC1=C(N=C(S1)C(=O)N[C@@H](C=1NC2=CC=CC=C2C1)C1=C(C=CC(=C1)F)O)C